C(#N)C=1C=C(C=CC1N1[C@@H]2C[C@H]([C@H](C1)C2)OCC=2C(=NOC2C2CC2)C2=C(C=CC=C2Cl)Cl)CCC(=O)O 3-[3-cyano-4-[(1S,4S,5R)-5-[[5-cyclopropyl-3-(2,6-dichlorophenyl)-1,2-oxazol-4-yl]methoxy]-2-azabicyclo[2.2.1]heptan-2-yl]phenyl]propanoic acid